3,6-dimethyl-1,2,3,3a,4,9-hexahydropyrrolo[2,1-b]quinazolin-9-one CC1CCN2C1NC=1C=C(C=CC1C2=O)C